3-(1-phenyl-1H-benzimidazol-2-yl)aniline C1(=CC=CC=C1)N1C(=NC2=C1C=CC=C2)C=2C=C(N)C=CC2